CN1N=CC(=C1)C=1C=CC=2N(C1)N=CC2N2CCN(CC2)C(CCC2=CC=CC=C2)=O 6-(1-Methyl-1H-pyrazol-4-yl)-3-[4-(3-phenylpropionyl)piperazin-1-yl]pyrazolo[1,5-a]pyridine